FC1=C(C(=NN1C)C(=O)OC)NC1=CC=C(C=C1)C(F)(F)F methyl 5-fluoro-1-methyl-4-((4-(trifluoromethyl)phenyl)amino)-1H-pyrazole-3-carboxylate